benzyl (2S,5R)-4-(2-chloro-5,6,7,8-tetrahydropyrido[3,4-d]pyrimidin-4-yl)-2-(cyanomethyl)-5-methylpiperazine-1-carboxylate ClC=1N=C(C2=C(N1)CNCC2)N2C[C@@H](N(C[C@H]2C)C(=O)OCC2=CC=CC=C2)CC#N